[Cl-].OCC[N+](C)(C)CF fluorocholine chloride